(S)-2-((ethoxycarbonyl) amino)-3-oxo-3-((1-(m-tolyl)-1H-indazol-6-yl)amino)propyl octanoate C(CCCCCCC)(=O)OC[C@@H](C(NC1=CC=C2C=NN(C2=C1)C=1C=C(C=CC1)C)=O)NC(=O)OCC